C(=O)(OC(C)(C)C)N[C@@H](C(C)(C)C)C(=O)O N-Boc-t-leucine